FC=1C=C(C=NC1)S(=O)(=O)N1CC(N(CC1)C1=CC(=CC(N1)=O)N1C(COCC1)C)C(F)(F)F 6-[4-[(5-fluoro-3-pyridinyl)sulfonyl]-2-(trifluoromethyl)piperazin-1-yl]-4-(3-methylmorpholin-4-yl)-1H-pyridin-2-one